tert-butyl (4-(methoxy(methyl)carbamoyl)tetrahydro-2H-thiopyran-4-yl)carbamate CON(C(=O)C1(CCSCC1)NC(OC(C)(C)C)=O)C